FC1(CN(C1)C1=NC2=CC=CC(=C2N=C1)NC(OC(C)(C)C)=O)F tert-butyl (2-(3,3-difluoroazetidine-1-yl)quinoxaline-5-yl)carbamate